CO[Si](OC)(OC)CCCNC(NCCC[Si](OC)(OC)OC)C(C)SCCC[Si](OC)(OC)C methyldimethoxysilylpropyl bis(trimethoxysilylpropylamino)methylethyl sulfide